ethyl 2-((tert-butoxycarbonyl)amino)-2-(2-methoxy-4-((1-methylcyclopentyl)methoxy) phenyl)acetate C(C)(C)(C)OC(=O)NC(C(=O)OCC)C1=C(C=C(C=C1)OCC1(CCCC1)C)OC